COC=1C=C(C=CC1)C1=NOC=C1 3-(3-methoxyphenyl)-isoxazole